N-formylpurine C(=O)N1C=NC2=NC=NC2=C1